2,3,4-Tri-O-acetyl-α-L-fucopyranosyl fluoride C(C)(=O)O[C@@H]1[C@@H](O[C@H]([C@H]([C@H]1OC(C)=O)OC(C)=O)C)F